C(C1=CC=CC=C1)N1N=C(N=C1)N1CCN(CC1)C1=CN=C2N1N=CC(=C2)C=2C=NN(C2)C 3-[4-(1-benzyl-1H-1,2,4-triazol-3-yl)piperazin-1-yl]-7-(1-methyl-1H-pyrazol-4-yl)imidazo[1,2-b]pyridazine